C(CCCC)S(=O)(=O)OC1=CC=C(C=C1)NC(=O)NC1=CC=C(C=C1)OS(=O)(=O)CCCCC N,N'-bis-[4-(pentanesulfonyloxy)phenyl]urea